1-(4-(4-((1-benzyl-1H-pyrazol-4-yl)amino)pyrimidin-2-yl)phenyl)imidazolidin-2-one C(C1=CC=CC=C1)N1N=CC(=C1)NC1=NC(=NC=C1)C1=CC=C(C=C1)N1C(NCC1)=O